(1S,5S)-N-[4-(3-Cyanophenyl)-5-(2,6-dimethyl-4-pyridyl)thiazol-2-yl]-6-methyl-3,6-diazabicyclo[3.2.2]nonan-3-carboxamid C(#N)C=1C=C(C=CC1)C=1N=C(SC1C1=CC(=NC(=C1)C)C)NC(=O)N1C[C@@H]2CN([C@H](C1)CC2)C